C1(=CC=CC=C1)P(OC1=C(C=CC2=CC=CC=C12)[C@H]1[C@@H](CC[C@H](C1)C)C(C)C)([O-])=O (1R,2S,5R)-2-isopropyl-5-methylcyclohexylnaphthalen-1-yl (S)-phenylphosphonate